C1(CC12CNCC2)C(=O)N 5-azaspiro[2.4]heptane-1-carboxamide